N=1NC=C2C=NC=C(C21)C(=O)N 2H-pyrazolo[4,3-c]pyridine-7-carboxamide